C(C1=CC=CC=C1)(=O)O[C@H]1[C@@H]([C@H]([C@H](OC1)O[C@@H]1[C@H]([C@@H](O[C@@H]([C@H]1OC(C1=CC=CC=C1)=O)COC(C1=CC=CC=C1)=O)O[C@@H]1[C@H]([C@H](OC[C@H]1OC(C1=CC=CC=C1)=O)O[C@@H]1[C@H]([C@H](OCCN=[N+]=[N-])O[C@@H]([C@H]1OC(C1=CC=CC=C1)=O)COC(C1=CC=CC=C1)=O)OC(C1=CC=CC=C1)=O)O)OC(C1=CC=CC=C1)=O)O)O (2-azidoethyl) 4-O-benzoyl-α-D-xylopyranosyl-(1→3)-2,4,6-tri-O-benzoyl-β-D-glucopyranosyl-(1→3)-4-O-benzoyl-α-D-xylopyranosyl-(1→3)-2,4,6-tri-O-benzoyl-β-D-glucopyranoside